6-[[(4R)-2,2-dimethyl-1,3-dioxolan-4-yl]methyl]pyridin-3-amine CC1(OC[C@H](O1)CC1=CC=C(C=N1)N)C